tert-butyl [(2S)-1-{[(S)-[(2-{[5-fluoro-4-(4-fluoro-2-methoxyphenyl)pyridin-2-yl]amino}pyridin-4-yl)methyl](methyl)oxo-lambda6-sulfanylidene]amino}-3-methyl-1-oxobutan-2-yl]carbamate FC=1C(=CC(=NC1)NC1=NC=CC(=C1)C[S@@](=O)(C)=NC([C@H](C(C)C)NC(OC(C)(C)C)=O)=O)C1=C(C=C(C=C1)F)OC